vinyloxytrimethyl-silane C(=C)O[Si](C)(C)C